3-Isothiocyanatothieno[2,3-c]pyridine N(=C=S)C1=CSC2=CN=CC=C21